ONC(CCCCCCNC1=NC=2N(C(=C1)C1=CC=C(C=C1)OC)N=CC2)=O N-hydroxy-7-((7-(4-methoxyphenyl)pyrazolo[1,5-a]pyrimidin-5-yl)amino)heptanamide